hexahydro-4,7-methanoindanyldimethylenediamine C1(CCC2C3CCC(C12)C3)NCCN